ClC=1C=CC(=NC1)C(=O)NCC1CCN(CC1)NC(COC1=CC(=C(C=C1)Cl)F)=O 5-chloro-N-((1-(2-(4-chloro-3-fluorophenoxy)acetamido)piperidin-4-yl)methyl)picolinamide